OC=1C(NC=NC1CN1C(N(C(C1)C1=CC=C(C=C1)C#CC1=CC=C(C=C1)C(=O)N1CCOCC1)C(C)C)=O)=O 5-hydroxy-6-((3-isopropyl-4-(4-((4-(morpholine-4-carbonyl)phenyl)ethynyl)phenyl)-2-oxoimidazolidin-1-yl)methyl)pyrimidin-4(3H)-one